(R)-1-(4-(2-(2,6-dimethylpyridin-4-yl)-3-isopropyl-1H-indol-5-yl)piperidin-1-yl)-3-methoxypropan-2-ol CC1=NC(=CC(=C1)C=1NC2=CC=C(C=C2C1C(C)C)C1CCN(CC1)C[C@H](COC)O)C